Cl.Cl.N1C=NC=C1 Imidazole dihydrochloride